1-(pyridin-3-yl)methylpyrrolidine-3-carbohydrazide N1=CC(=CC=C1)CN1CC(CC1)C(=O)NN